CO/C=C/C(=O)NNC(CCC1=C(C(=O)N[C@H](C)C2=CC(=NC3=CC=CC=C23)C=2C=NN(C2)C)C=CC=C1)=O (R,E)-2-(3-(2-(3-methoxyacryloyl)hydrazineyl)-3-oxopropyl)-N-(1-(2-(1-methyl-1H-pyrazol-4-yl)quinolin-4-yl)ethyl)benzamide